N-[2-(3-methoxyphenyl)propan-2-yl]propanamide COC=1C=C(C=CC1)C(C)(C)NC(CC)=O